N-(6-bromo-7-chloroisoquinolin-3-yl)cyclopropanecarboxamide BrC=1C=C2C=C(N=CC2=CC1Cl)NC(=O)C1CC1